ClC1=C(C=C(C=C1)C1=CN=C2C(=N1)N(N=C2)CC(=O)N2CC(C2)C)C(C)(F)F 2-[6-[4-Chloro-3-(1,1-difluoroethyl)phenyl]pyrazolo[3,4-b]pyrazin-1-yl]-1-(3-methylazetidin-1-yl)ethanone